C(C)(=O)OC(CC)CCC 3-Hexyl acetate